1-[3-(difluoromethoxy)phenyl]-7-fluoro-3-isopropyl-N-(3-methyl-1,1-dioxo-thietan-3-yl)-2-oxo-benzoimidazole-5-carboxamide FC(OC=1C=C(C=CC1)N1C(N(C2=C1C(=CC(=C2)C(=O)NC2(CS(C2)(=O)=O)C)F)C(C)C)=O)F